2-((4-fluorophenyl)amino)-N-(6-methoxy-2-methylpyridin-3-yl)-4-(trifluoromethyl)benzamide FC1=CC=C(C=C1)NC1=C(C(=O)NC=2C(=NC(=CC2)OC)C)C=CC(=C1)C(F)(F)F